C(CC=C)N[C@H]1[C@H](N(CC1)C(=O)OC(C)(C)C)C tert-butyl (2R,3R)-3-(but-3-en-1-ylamino)-2-methylpyrrolidine-1-carboxylate